O=C1NC(CCC1N1C(C2=CC=C(C=C2C1)C(=O)N1CC2(CC1)CCN(CC2)C(CCCOC2=C(C=C1C(=NC=NC1=C2)OC2=C(C=CC=C2)F)OC)=O)=O)=O 4-((7-(4-(2-(2-(2,6-dioxopiperidin-3-yl)-1-oxoisoindoline-5-carbonyl)-2,8-diazaspiro[4.5]dec-8-yl)-4-oxobutoxy)-6-methoxyquinazolin-4-yl)oxy)-3-fluorobenzene